C1CPOO1 Dioxaphospholane